O[C@H](CNC(=O)C=1N=NC(=CC1)NC=1OC(=CN1)C1=CC=C(C=C1)C(F)(F)F)CO (R)-N-(2,3-Dihydroxypropyl)-6-((5-(4-(trifluoromethyl)phenyl)oxazol-2-yl)amino)-pyridazine-3-carboxamide